NC1=NC=CC=C1C1=NC=2C(=NC(=CC2)C2=CC=CC=C2)N1C1=CC=C(C=C1)CN1CCN(CCC1)C(=O)OC(C)(C)C tert-butyl 4-[[4-[2-(2-amino-3-pyridyl)-5-phenyl-imidazo[4,5-b]pyridin-3-yl]phenyl]methyl]-1,4-diazepane-1-carboxylate